Gallic acid-hydrate O.C(C1=CC(O)=C(O)C(O)=C1)(=O)O